trans-4-(2-amino-3,5-dibromobenzylamino)-cyclohexanol NC1=C(CN[C@@H]2CC[C@H](CC2)O)C=C(C=C1Br)Br